C1(CC1)N1N=NN=C1S 1-cyclopropyl-1,2,3,4-tetrazole-5-thiol